CC(=CCC/C(=C\C/C=C(/C)\C=C)/C)C cis-α-farnesene